5-bromo-2-(cyclopropylmethyl)-1H-pyrrolo[2,3-b]pyridine BrC=1C=C2C(=NC1)NC(=C2)CC2CC2